ClC=1N=CC=2N(C=3N(C2N1)C1(CCC2(OCCO2)CC1)CN3)C 2-chloro-5-methyl-5,7-dihydrodispiro[imidazo[1,2-e]purine-8,1'-cyclohexane-4',2''-[1,3]dioxolane]